sodium saccharin Sodium [Na].S1(=O)(=O)NC(=O)C2=CC=CC=C12.[Na]